[N+](=O)([O-])C=1C=C(C(C(=O)[O-])=CC1)C(=O)O.[Na+] monosodium 4-nitrophthalate